S1C(=NC2=C1C=CC=C2)NC(=O)C=2C=CC=C1CCN(CC21)C2=CC=C(C(=N2)C(=O)OC(C)(C)C)C=2C(=C(OCC[C@H](C)C1CCN(CC1)CC(=O)O)C=CC2)C (S)-2-(4-(4-(3-(6-(8-(benzo[d]thiazol-2-ylcarbamoyl)-3,4-dihydroisoquinolin-2(1H)-yl)-2-(tert-butoxycarbonyl)pyridin-3-yl)-2-methylphenoxy)butan-2-yl)piperidin-1-yl)acetic acid